N[C@@H]1[C@H]([C@@H](N(C2=CC=C(C=C12)C1CCOCC1)C(C)=O)C)C ((2S,3R,4R)-4-amino-2,3-dimethyl-6-(tetrahydro-2H-pyran-4-yl)-3,4-dihydroquinolin-1(2H)-yl)ethanone